CC1=NOC(=C1C=1C=CC(=C(C1)N(C1=CC=C(C=C1)C1(CC1)C#N)CC1CCN(CC1)CC=1C=NC(=CC1)N1C(NC(CC1)=O)=O)C)C 1-(4-((5-(3,5-dimethylisoxazol-4-yl)-2-methylphenyl)((1-((6-(2,4-dioxotetrahydropyrimidin-1(2H)-yl)pyridin-3-yl)methyl)piperidin-4-yl)methyl)amino)phenyl)cyclopropane-1-carbonitrile